FC=1C=C(C=C(C1)F)C1=CN=C(S1)OCCN1CCOCC1 4-{2-{[5-(3,5-difluorophenyl)thiazol-2-yl]oxy}ethyl}morpholine